tert-butyl (4-(7-methoxy-3-neopentyl-4-oxo-3,4-dihydroquinazolin-2-yl)butyl)(methyl)carbamate COC1=CC=C2C(N(C(=NC2=C1)CCCCN(C(OC(C)(C)C)=O)C)CC(C)(C)C)=O